CCCCCC#CCCCC undec-6-yne